OC1=C(C=CC(=C1)O)C(=O)C1=C(C(=C(C(=C1CC=C(C)C)O)O)O)CC=C(C)C (2,4-dihydroxyphenyl)(2,6-di(3-methyl-2-butenyl)-3,4,5-trihydroxyphenyl)methanone